C1=CC=C(C=C1)OC2=CC=CC(=C2N)N diamino diphenyl ether